4-(4-cyanophenyl)-6-((2-hydroxy-3-methoxypropyl)amino)isoindoline-2-carbonitrile C(#N)C1=CC=C(C=C1)C1=C2CN(CC2=CC(=C1)NCC(COC)O)C#N